bis[4-(1,1-dimethylpropyl)phenyl] [2,4-bis-(1,1-dimethylpropyl)phenyl] phosphite P(OC1=CC=C(C=C1)C(CC)(C)C)(OC1=CC=C(C=C1)C(CC)(C)C)OC1=C(C=C(C=C1)C(CC)(C)C)C(CC)(C)C